Dihydroxyoxolan OC1(OCCC1)O